O=C1NC(CCC1N1C(C2=CC=C(C=C2C1)N1CCC(CC1)CN1CCC(CC1)C=1C=C(C=CC1)S(=O)(=O)N1CCC(CC1)NC(OC(C)(C)C)=O)=O)=O tert-butyl (1-((3-(1-((1-(2-(2,6-dioxopiperidin-3-yl)-1-oxoisoindolin-5-yl)-piperidin-4-yl)methyl)piperidin-4-yl)phenyl)sulfonyl)piperidin-4-yl)carbamate